ClC1=NC=CC2=C(C3=C(C=C12)C=1C(=N3)C=CN(C1)C)C 10-chloro-2,6-dimethyl-2H-pyrido[3',4':4,5]pyrrolo[2,3-g]isoquinoline